1-(3,4-Dimethoxyphenyl)-4-nitro-1H-imidazole COC=1C=C(C=CC1OC)N1C=NC(=C1)[N+](=O)[O-]